CCCCCCCCCCCCCC/C=C\\OC[C@H](COP(=O)([O-])OCC[N+](C)(C)C)OC(=O)CC/C=C\\C/C=C\\C/C=C\\C/C=C\\C/C=C\\C/C=C\\CC The molecule is a 1-(Z)-alk-1-enyl-2-acyl-sn-glycero-3-phosphocholine in which the alk-1-enyl and acyl groups are specified as (1Z)-hexadecenyl and (4Z,7Z,10Z,13Z,16Z,19Z)-docosahexaenoyl respectively. It is a phosphatidylcholine P-38:6 and a 1-(Z)-alk-1-enyl-2-acyl-sn-glycero-3-phosphocholine.